NC1=NC=2C=CC(=CC2C2=C1[C@H](OC2)C)C(=O)N(CC2=NC=C(C=C2)C(F)(F)F)C[C@H](CO)C (3R)-4-amino-N-((2R)-3-hydroxy-2-methylpropyl)-3-methyl-N-((5-(trifluoromethyl)-2-pyridinyl)methyl)-1,3-dihydrofuro[3,4-c]quinoline-8-carboxamide